ClC1=C(C=C(C=C1)CS(=O)(=O)C)[C@@H]1COCCCN1C1=NC(=NC(=C1)C)N 4-[(R)-3-(2-chloro-5-methylsulfonylmethyl-phenyl)-[1,4]oxazepan-4-yl]-6-methyl-pyrimidin-2-ylamine